C1=CC=C(C=C1)CCCOC=O 3-phenyl propyl formate